COC=1C=CC=C2C3=C(NC12)CNCC3 8-methoxy-2,3,4,9-tetrahydro-1H-pyrido[3,4-b]indole